C1=CC=CC=2C3=CC=CC=C3C(C12)COC(=O)N1[C@@H](CC[C@@H]1C1=C(C=CC=C1)C)C(=O)O (2S,5R)-1-(((9H-fluoren-9-yl)methoxy)carbonyl)-5-(o-tolyl)pyrrolidine-2-carboxylic acid